ClCC(=O)NC1=C(C(=CC=C1)C)F 2-chloro-N-(2-fluoro-3-methylphenyl)acetamide